CC(=O)C Azeton